quinoline-4-carbothioamide N1=CC=C(C2=CC=CC=C12)C(N)=S